7-(3-hydroxynaphthalen-1-yl)quinazolin-6-carbonitrile OC=1C=C(C2=CC=CC=C2C1)C1=C(C=C2C=NC=NC2=C1)C#N